CN1CC(C1)(C)[C@@](C=1C=C(C=NC1)C1=NOC(=N1)C1(CCN(CC1)C(C)=O)F)(C1=CC=C(C=C1)C(C)C)O 1-[4-(3-{5-[(R)-(1,3-Dimethyl-azetidin-3-yl)-hydroxy-(4-isopropyl-phenyl)-methyl]-pyridin-3-yl}-[1,2,4]oxadiazol-5-yl)-4-fluoro-piperidin-1-yl]-ethanone